CN1C(N(C2=C1C=C(C=C2)CN2CCC(CC2)NC)C2C(NC(CC2)=O)=O)=O 3-[3-methyl-5-[[4-(methylamino)-1-piperidinyl]methyl]-2-oxo-benzimidazol-1-yl]piperidine-2,6-dione